(1S,2R,5S)-5-(4-chlorobenzyl)-2-(chloromethyl)-2-methyl-1-(1H-1,2,4-triazol-1-ylmethyl)cyclopentan-1-ol ClC1=CC=C(C[C@@H]2CC[C@@]([C@]2(O)CN2N=CN=C2)(C)CCl)C=C1